8-bromo-7-chloro-[1,2,4]triazolo[4,3-a]pyridine BrC=1C=2N(C=CC1Cl)C=NN2